BrC1=C(C=CC=C1)C(C)=O 1-(o-bromophenyl)-1-ethanone